4-((S)-2-(methoxymethyl)pyrrolidin-1-yl)but-2-enamide COC[C@H]1N(CCC1)CC=CC(=O)N